OCCOC1=C(C=CC=C1)C12CC3(CC(CC(C1)(C3)C)(C2)C)C2=C(C=CC=C2)OCCO 1,3-bis{(2-hydroxyethoxy)phenyl}-5,7-dimethyladamantane